(3-methylsulfanylphenyl)hydrazine CSC=1C=C(C=CC1)NN